CN1C(=NC(=C1C=1C=C2C=NNC2=CC1)C=1C=C(C=CC1)C)C 5-(1,2-Dimethyl-4-(m-tolyl)-1H-imidazol-5-yl)-1H-indazole